FC1=C(C=CC=C1C[C@@H]1N(CC([C@@H]1NS(=O)(=O)CC)(F)F)C(=O)C1OCC1)C1=C(C(=CC=C1)C)F N-[(2S,3R)-2-[(2,2'-difluoro-3'-methyl[1,1'-biphenyl]-3-yl)methyl]-4,4-difluoro-1-(oxetane-2-carbonyl)pyrrolidin-3-yl]ethanesulfonamide